2-[(3-chloro-4-fluorophenyl)-[(3,3-difluoro-1-methylcyclobutyl)methoxy]methyl]-5-methyl-4-methylsulfonyl-1H-imidazole ClC=1C=C(C=CC1F)C(C=1NC(=C(N1)S(=O)(=O)C)C)OCC1(CC(C1)(F)F)C